COC=1C=C(C=CC1)C(=O)NS N-3-methoxybenzenecarbonyl-sulfenamide